4,4-dihydroxy-8-{[1-(phenylacetyl)azetidin-3-yl]oxy}-5-oxa-4-boranuidabicyclo[4.4.0]deca-1(6),7,9-triene-7-carboxylic acid disodium salt [Na+].[Na+].O[B-]1(CCC=2C=CC(=C(C2O1)C(=O)O)OC1CN(C1)C(CC1=CC=CC=C1)=O)O.O[B-]1(CCC=2C=CC(=C(C2O1)C(=O)O)OC1CN(C1)C(CC1=CC=CC=C1)=O)O